((3aS,4R,6R,6aR)-6-(4-(bis(tert-butoxycarbonyl)amino)-5-ethynyl-7H-pyrrolo[2,3-d]Pyrimidin-7-yl)-2,2-dimethyltetrahydrothieno[3,4-d][1,3]dioxol-4-yl)methyl 4-chlorobenzoate ClC1=CC=C(C(=O)OC[C@H]2S[C@H]([C@@H]3OC(O[C@@H]32)(C)C)N3C=C(C2=C3N=CN=C2N(C(=O)OC(C)(C)C)C(=O)OC(C)(C)C)C#C)C=C1